FC1=CC=C(C=C1)C1CCC(CC1)OC[C@H]1[C@H](CCC2=CC=C(C(N12)=O)C)NS(=O)(=O)C |r| rac-N-[(3S,4R)-4-({[(1s,4S)-4-(4-fluorophenyl)cyclohexyl]oxy}methyl)-7-methyl-6-oxo-1,3,4,6-tetrahydro-2H-quinolizin-3-yl]methanesulfonamide